O[C@H]1C[C@H](NC1)C(=O)OCCCCCCCC(=O)OC(CCCCCCCC)CCCCCCCC [8-(1-octylnonoxy)-8-oxo-octyl] (2S,4S)-4-hydroxypyrrolidine-2-carboxylate